C(C)(C)(C)OC(=O)C1CCN(CC1)CC1=C2C=CN(C2=CC=C1)[C@H]1C(NC(CC1)=O)=O 1-[[1-[(3R)-2,6-dioxo-3-piperidinyl]indol-4-yl]methyl]piperidine-4-carboxylic acid tert-butyl ester